CC1=CC(=C(C(=O)C2=CC=C(C=C2)C)C=C1)OC(C=C)=O 4,4'-dimethyl-acryloyloxybenzophenone